FC1([C@@H](CN2C(N(C[C@@H]21)C2=NOC1=NC(=CC(=C12)C1=C(C=C(C=C1F)F)F)C)=O)NS(=O)(=O)C)F N-{(6R,7aR)-7,7-difluoro-2-[6-methyl-4-(2,4,6-trifluorophenyl)[1,2]oxazolo[5,4-b]pyridin-3-yl]-3-oxohexahydro-1H-pyrrolo[1,2-c]imidazol-6-yl}methanesulfonamide